4-[[(1R)-1-[3-amino-5-(trifluoromethyl)phenyl]ethyl]amino]-6-bromo-8-methyl-pyrido[2,3-d]pyrimidin-7-one NC=1C=C(C=C(C1)C(F)(F)F)[C@@H](C)NC=1C2=C(N=CN1)N(C(C(=C2)Br)=O)C